2-[4-(1'-Methyl-6'-oxo-1',6'-dihydro-[3,4']bipyridinyl-3'-yl)-pyrazol-1-yl]-benzoic acid CN1C=C(C(=CC1=O)C=1C=NC=CC1)C=1C=NN(C1)C1=C(C(=O)O)C=CC=C1